O=C1N(C(C=C1)=O)CCC(=O)NCCNC(OC(C)(C)C)=O tert-butyl (2-(3-(2,5-dioxo-2,5-dihydro-1H-pyrrol-1-yl)propanamido)ethyl)carbamate